2-methyl-2-[6-[(3R)-3-methylmorpholin-4-yl]-1H-pyrazolo[3,4-b]pyridin-4-yl]propanenitrile CC(C#N)(C)C1=C2C(=NC(=C1)N1[C@@H](COCC1)C)NN=C2